NC1=C2NC(=C1)C=C1C=CC(=N1)C=C1C=CC(N1)=CC=1C=CC(N1)=C2.[Ru] ruthenium aminoporphyrin